2-(2-(2-(2-hydroxy ethoxy)ethoxy)ethoxy)ethyl 4-methylbenzenesulfonate CC1=CC=C(C=C1)S(=O)(=O)OCCOCCOCCOCCO